C1(CC1)OC=1C=C(C(=O)O)C=CC1NCC#C 3-cyclopropoxy-4-(prop-2-yn-1-ylamino)benzoic acid